6-bromo-4-(4-(pyridin-4-yl)piperazin-1-yl)quinazoline BrC=1C=C2C(=NC=NC2=CC1)N1CCN(CC1)C1=CC=NC=C1